CC1=C(C=C(C=C1)C)S(=O)(=O)NS(=O)(=O)C 2,5-dimethyl-N-(methylsulfonyl)benzenesulfonamide